N-methyl-N-(1-methyl-3-((6-(1-methyl-1H-pyrazol-4-yl)pyrazolo[1,5-a]pyrazin-4-yl)oxy)cyclobutyl)acrylamide CN(C(C=C)=O)C1(CC(C1)OC=1C=2N(C=C(N1)C=1C=NN(C1)C)N=CC2)C